ClC1=CC=C(C=C1)[C@H]1COC2=C(CN1C(=O)C1CCOCC1)C=CC(=C2)C(=O)NO (S)-3-(4-chlorophenyl)-N-hydroxy-4-(tetrahydro-2H-pyran-4-carbonyl)-2,3,4,5-tetrahydrobenzo[f][1,4]oxazepine-8-carboxamide